C(C1=C(C(=CC(=C1)C(CC(C)(C)C)(C)C)N1N=C2C(=N1)C=CC=C2)O)C2=C(C(=CC(=C2)C(CC(C)(C)C)(C)C)N2N=C1C(=N2)C=CC=C1)O 2,2'-Methylenbis[4-(1,1,3,3-tetramethylbutyl)-6-benzotriazol-2-ylphenol]